(8-methoxy-1-(thiophen-2-yl)-5,6-dihydroimidazo[5,1-a]isoquinolin-9-yl)boronic acid COC=1C=C2CCN3C(C2=CC1B(O)O)=C(N=C3)C=3SC=CC3